2-(3'-sec-butyl-5'-tert-butyl-2'-hydroxyphenyl)benzotriazoleN C(C)(CC)C=1C(=C(C=C(C1)C(C)(C)C)N1NC2=C(N1)C=CC=C2)O